FC1=C(C(=C(C(=C1F)F)F)F)C(C)=O 1-(Perfluorophenyl)ethan-1-one